C(C1=CC=CC=C1)OC1=NC(=CC=C1C=1OC2=C(N1)C=CC(=C2)C(=O)N2CC1=CC(=CC(=C1C2)F)C)OCC2=CC=CC=C2 (2-(2,6-bis(benzyloxy)pyridin-3-yl)benzo[d]oxazol-6-yl)(4-fluoro-6-methylisoindolin-2-yl)methanone